P(=O)([O-])([O-])[O-].[K+].C(CCCCCCC)O.[K+].[K+] n-octanol potassium phosphate